(rac)-(6-(4-(Difluoromethoxy)-2-methylphenyl)-2-azaspiro[3.4]octan-2-yl)((1s,3s)-3-hydroxy-3-methylcyclobutyl)methanon FC(OC1=CC(=C(C=C1)[C@H]1CC2(CN(C2)C(=O)C2CC(C2)(C)O)CC1)C)F |r|